2',3'-di-O-acetyl-4',5'-didehydro-5'-deoxyuridine C(C)(=O)O[C@H]1[C@@H](OC([C@H]1OC(C)=O)=C)N1C(=O)NC(=O)C=C1